5-(4-((4-(((R)-3-((5-chloro-4-((2-(dimethylphosphoryl)phenyl)amino)pyrimidin-2-yl)amino)pyrrolidin-1-yl)methyl)piperidin-1-yl)methyl)piperidin-1-yl)-2-(2,6-dioxopiperidin-3-yl)isoindol ClC=1C(=NC(=NC1)N[C@H]1CN(CC1)CC1CCN(CC1)CC1CCN(CC1)C1=CC2=CN(C=C2C=C1)C1C(NC(CC1)=O)=O)NC1=C(C=CC=C1)P(=O)(C)C